BrC=1C=NNC1 4-bromopyrazole